4-(((R)-2-Hydroxy-1-methyl-ethyl)sulfonamido)-N-(6-((S)-2-methylmorpholino)pyridin-2-yl)-2-(6-azaspiro[2.5]octan-6-yl)benzamide OC[C@@H](C)S(=O)(=O)NC1=CC(=C(C(=O)NC2=NC(=CC=C2)N2C[C@@H](OCC2)C)C=C1)N1CCC2(CC2)CC1